C1(CC1)CN[C@H]1C(C(N([C@@H]1C1=CC=CC=C1)C=1C=C2C=NN(C2=CC1)C=1C=CC(N(C1)C)=O)=O)(C)C 5-(5-((4S,5R)-4-((cyclopropylmethyl)amino)-3,3-dimethyl-2-oxo-5-phenylpyrrolidin-1-yl)-1H-indazol-1-yl)-1-methylpyridin-2(1H)-one